ClC1=C(C(=CC=C1)C)NC(=O)C1=CN=C(S1)NC1=NC(=NC(=C1)N1CCN(CC1)C(CCCC(=O)NC1=C2CN(C(C2=CC=C1)=O)C1C(NC(CC1)=O)=O)=O)C N-(2-chloro-6-methylphenyl)-2-((6-(4-(5-((2-(2,6-dioxopiperidin-3-yl)-1-oxoisoindolin-4-yl)amino)-5-oxopentanoyl)piperazin-1-yl)-2-methylpyrimidin-4-yl)amino)thiazole-5-carboxamide